2,4,6-tribromoisophthalonitrile BrC1=C(C#N)C(=CC(=C1C#N)Br)Br